CCCC=CC(CCCC)OC(=O)N1CCNCC1 dec-4-en-6-ylpiperazine-1-carboxylate